COC1=C(C=CC=C1)C1=C(C(=NN1C1=CC=CC=C1)C)/C=C/C(=O)C1=CC=C(C=C1)OC (E)-3-(5-(2-methoxyphenyl)-3-methyl-1-phenyl-1H-pyrazol-4-yl)-1-(4-methoxyphenyl)prop-2-en-1-one